BrC1=NN2C(C(NC=C2)=O)=C1 2-bromo-5H-pyrazolo[1,5-a]pyrazin-4-one